N-(3-hydroxypropyl)-N-(tert-butoxycarbonyl)ethylenediamine OCCCN(CCN)C(=O)OC(C)(C)C